Phosphorchloridit P([O-])([O-])Cl